(1R)-1-(5,6-difluoro-N-methyl-1H-indole-2-carboxamido)-8,9-difluoro-6-oxo-1,4,5,6-tetrahydro-2H-pyrano[3,4-c]isoquinolin-4-yl isobutyrate C(C(C)C)(=O)OC1OC[C@@H](C2=C1NC(C=1C=C(C(=CC21)F)F)=O)N(C(=O)C=2NC1=CC(=C(C=C1C2)F)F)C